5-(p-tolyl)-3-(trifluoromethyl)isoxazole C1(=CC=C(C=C1)C1=CC(=NO1)C(F)(F)F)C